CC1CNC2=C(O1)N=CC(=C2C)NC2=C(C(NC=C2)=O)C(=O)NC=2C=NN(C2)C2CCN(CC2)C 4-((3,8-dimethyl-2,3-dihydro-1H-pyrido[2,3-b][1,4]oxazin-7-yl)amino)-N-(1-(1-methylpiperidin-4-yl)-1H-pyrazol-4-yl)-2-oxo-1,2-dihydropyridine-3-carboxamide